C(CCCCCCCC\C=C/C)CC(=O)[O-] (Z)-10-dodecenylacetate